1,1,3,3-Tetraphenyl-1,3-bis(3-aminopropyl)disiloxan C1(=CC=CC=C1)[Si](O[Si](CCCN)(C1=CC=CC=C1)C1=CC=CC=C1)(CCCN)C1=CC=CC=C1